COC1=C(CCN)C=C(C(=C1)SCCOC)OC 2,5-dimethoxy-4-(2-methoxy-ethylthio)phenethylamine